1,3-Bis(2,6-diisopropylphenyl)imidazolidine-2-imine C(C)(C)C1=C(C(=CC=C1)C(C)C)N1C(N(CC1)C1=C(C=CC=C1C(C)C)C(C)C)=N